O[C@]12[C@@H]3CC[C@@H]4C[C@H](CC[C@@]4([C@H]3CC[C@@]2([C@H](CC1)C=1COC(C1)=O)C)C)NC(=O)NCCN1CCNCC1 1-((3S,5R,8R,9S,10S,13R,14S,17R)-14-hydroxy-10,13-dimethyl-17-(5-oxo-2,5-dihydrofuran-3-yl)hexadecahydro-1H-cyclopenta[a]phenanthren-3-yl)-3-(2-(piperazin-1-yl)ethyl)urea